C(C1=CC=CC=C1)N1C[C@H]2N(CC1)C([C@H](C2)CC#CC2=CC=CC=1N2N=CN1)=O (7S,8aS)-2-benzyl-7-(3-[[1,2,4]triazolo[1,5-a]pyridin-5-yl]prop-2-yn-1-yl)-octahydropyrrolo[1,2-a]pyrazin-6-one